6-(5-(3-(((6-fluoro-1-methyl-2-oxoindolin-7-yl)methyl)amino)propyl)-2-oxooxazolidin-3-yl)-2H-benzo[b][1,4]oxazin-3(4H)-one FC1=CC=C2CC(N(C2=C1CNCCCC1CN(C(O1)=O)C1=CC2=C(OCC(N2)=O)C=C1)C)=O